O=C1NC(CCC1NC(=O)C=1C(=C(C=CC1)N1CCC(CC1)CN1CCN(CC1)C(=O)OC(C)(C)C)F)=O tert-butyl 4-[(1-[3-[(2,6-dioxopiperidin-3-yl)carbamoyl]-2-fluorophenyl]piperidin-4-yl)methyl]piperazine-1-carboxylate